4-amino-1-butylimidazole chloride salt [Cl-].NC=1N=CN(C1)CCCC